ClC=1C=CC=2C(=NC=C(N2)N2CCC3(CC2)[C@@H](C=2C(=NC(=CC2)C)C3)N)N1 (S)-1'-(6-chloropyrido[2,3-b]pyrazin-2-yl)-2-methyl-5,7-dihydrospiro[cyclopenta[b]pyridine-6,4'-piperidine]-5-amine